C1(CC1)C=1C(=C(C(=NC1)C(=O)C1=C2C=NN(C2=C(C=C1)F)C1OCCCC1)[N+](=O)[O-])C (5-Cyclopropyl-4-methyl-3-nitropyridin-2-yl)(7-fluoro-1-(tetrahydro-2H-pyran-2-yl)-1H-indazol-4-yl)methanone